C(C)OCOC=1C=C(C=O)C=CC1C1=C(N=C(N=N1)NC1CC(C1)(C)O)C 3-(ethoxymethoxy)-4-(3-((cis-3-hydroxyl-3-methylcyclobutyl)amino)-5-methyl-1,2,4-triazin-6-yl)benzaldehyde